Dibutyl 9,9'-((5-(2-(4-(2-((4-(bis(9-butoxy-2-hydroxy-9-oxononyl)amino)butyl)disulfaneyl)ethyl)piperazin-1-yl)ethoxy)-5-oxopentyl)azanediyl)bis(8-hydroxy nonanoate) C(CCC)OC(CCCCCCC(CN(CCCCSSCCN1CCN(CC1)CCOC(CCCCN(CC(CCCCCCC(=O)OCCCC)O)CC(CCCCCCC(=O)OCCCC)O)=O)CC(CCCCCCC(OCCCC)=O)O)O)=O